dimethyl 2-chloropyridine-3,4-dicarboxylate ClC1=NC=CC(=C1C(=O)OC)C(=O)OC